CC1=CC=C(C=C1)S(=O)(=O)O.C(CCC)C=1OC2=C(N1)C=C(C(=C2)OC\C(\CN)=C\F)C (E)-2-(((2-butyl-5-methylbenzo[d]-oxazol-6-yl)oxy)-methyl)-3-fluoro-prop-2-en-1-amine 4-methylbenzene-sulfonate